methyl 5-[5-(4-methoxypiperidin-1-yl) pyridin-2-yl]-1-methyl-1H-pyrrole-3-carboxylate COC1CCN(CC1)C=1C=CC(=NC1)C1=CC(=CN1C)C(=O)OC